O1C=CC2=C1C=CC(=C2)CN2CC(N(CC2)C2CCC21CCNCC1)C1=C(C=CC=C1)C(C)C (4-(benzofuran-5-ylmethyl)-2-(2-isopropylphenyl)piperazin-1-yl)-7-azaspiro[3.5]Nonane